4-{4-[4-(Pyrrolidin-1-yl)phenyl]-1H-imidazol-2-yl}benzoic acid N1(CCCC1)C1=CC=C(C=C1)C=1N=C(NC1)C1=CC=C(C(=O)O)C=C1